C1(CC1)NC(C1=CC=C(C=C1)C1=NN(C(=N1)NC=1C(=C2C=NN(C2=CC1)C1OCCCC1)C1CC1)C)=O N-cyclopropyl-4-[5-[(4-cyclopropyl-1-tetrahydropyran-2-yl-indazol-5-yl)amino]-1-methyl-1,2,4-triazol-3-yl]Benzamide